NCCS(=O)(=O)O.NCCS(=O)(=O)O taurine taurine salt